3-(acetyl-(2,6-dimethylphenyl)carbamoyl)-1-((2,6-dimethylphenyl)amino)-2-naphthoic acid ethyl ester C(C)OC(=O)C1=C(C2=CC=CC=C2C=C1C(N(C1=C(C=CC=C1C)C)C(C)=O)=O)NC1=C(C=CC=C1C)C